C(C)(C)(C)OC([C@H](CC1=CC=C(C=C1)O)NC(=O)OC(C)(C)C)=O.C(#N)C1=CC=C(C=N1)NC(C1=C(N=CC(=C1)C(F)(F)F)N1CCC(CC1)(F)F)=O N-(6-cyanopyridin-3-yl)-2-(4,4-difluoropiperidin-1-yl)-5-(trifluoromethyl)nicotinamide tert-butyl-(2S)-2-[(tert-butoxycarbonyl)amino]-3-(4-hydroxyphenyl)propanoate